N-[(3S)-9-fluoro-2-oxo-5-phenyl-1,3-dihydro-1,4-benzo-diazepin-3-yl]-6-methoxy-2-(6-methylpyridin-3-yl)imidazo[1,2-b]-pyridazine-3-carboxamide FC1=CC=CC=2C(=N[C@@H](C(NC21)=O)NC(=O)C2=C(N=C1N2N=C(C=C1)OC)C=1C=NC(=CC1)C)C1=CC=CC=C1